N1CCC(CC1)SC1=CC=C(C#N)C=C1 4-(piperidin-4-ylthio)benzonitrile